[Na].C(CCC)C1=NC=2C(=C(N=NC2N)OCCC)N1CC1=CC=C(C=C1)OC 2-butyl-1-(4-methoxybenzyl)-7-propoxy-1H-imidazo[4,5-d]pyridazin-4-amine Sodium